C(C1=CC=CC=C1)OCCCOCCCN1N=CC(=C1)C1=NN(C2=CC=C(C=C12)O[Si](C)(C)C(C)(C)C)C1OCCCC1 3-(1-{3-[3-(benzyloxy)propoxy]propyl}-1H-pyrazol-4-yl)-5-[(tert-butyldimethylsilyl)oxy]-1-(oxan-2-yl)-1H-indazole